6-((1R,2R)-2-(1-Methyl-1H-pyrazol-5-yl)cyclobutyl)-4-oxo-1-((R)-1-(6-(trifluoromethyl)pyridin-3-yl)ethyl)-4,5-dihydro-1H-pyrazolo[3,4-d]pyrimidin-3-carbonitril CN1N=CC=C1[C@H]1[C@@H](CC1)C=1NC(C2=C(N1)N(N=C2C#N)[C@H](C)C=2C=NC(=CC2)C(F)(F)F)=O